FC(CN1C=CC=2C(=NC(=CC21)NC=2SC(=CN2)C)C=2CCN(CC2)C(C=C)=O)F 1-(4-(1-(2,2-difluoroethyl)-6-((5-methylthiazol-2-yl)amino)-1H-pyrrolo[3,2-c]pyridin-4-yl)-3,6-dihydropyridin-1(2H)-yl)prop-2-en-1-one